5-(2,4-Diamino-pyrimidin-5-yloxy)-4-isopropyl-2-methoxy-benzenesulfonamide NC1=NC=C(C(=N1)N)OC=1C(=CC(=C(C1)S(=O)(=O)N)OC)C(C)C